3-(Methylcarbamoyl)benzoic acid [3-(1-ethyl-8-oxo-spiro[6,7-dihydro-4H-pyrazolo[3,4-c]azepin-5,4'-tetrahydropyran]-3-yl)-2,2-dimethyl-propyl] ester C(C)N1N=C(C2=C1C(NCC1(CCOCC1)C2)=O)CC(COC(C2=CC(=CC=C2)C(NC)=O)=O)(C)C